C1(CC1)OC1=CC(=C(C=C1C#N)F)N1CCCC1 6-(cyclopropyloxy)-3-fluoro-4-(tetrahydro-1H-pyrrol-1-yl)benzene-1-carbonitrile